NC1=CC=C2C=CN(C(C2=C1)=O)C 7-amino-2-methylisoquinolin-1(2H)-one